N-oleylstearic acid amide C(CCCCCCC\C=C/CCCCCCCC)NC(CCCCCCCCCCCCCCCCC)=O